ClC=1C=NC=C(C1[Sn](CCCC)(CCCC)CCCC)Cl 3,5-dichloro-4-(tributylstannyl)pyridine